Trimethoxymethyl-silan COC(OC)(OC)[SiH3]